4-cyclobutyl-3-(2-(trifluoromethyl)thiazol-5-yl)-1H-pyrazol-5-amine C1(CCC1)C=1C(=NNC1N)C1=CN=C(S1)C(F)(F)F